(E)-methyl 2-cyano-3-phenylacrylate C(#N)/C(/C(=O)OC)=C\C1=CC=CC=C1